CCCCCCCCCCCCCCCCCC/C=C\OC[C@H](COP(=O)(O)OC[C@H](CO)O)OC(=O)CCC/C=C\C/C=C\C/C=C\C/C=C\C/C=C\CC 1-(1Z-eicosenyl)-2-(5Z,8Z,11Z,14Z,17Z-eicosapentaenoyl)-glycero-3-phospho-(1'-sn-glycerol)